COC=1N=CC2=C(N1)C=CC=N2 Methoxypyrido[3,2-d]pyrimidine